[N+](=O)([O-])C=1C=C(C(=O)[O-])C=CC1[N+](=O)[O-] 3,4-dinitro-benzoate